C(C)(C)(C)OC(=O)N1C[C@@H](OCC1)CC1=C(N=C2N1C=CC(=C2)C)C2=C(C(=C(C=C2F)Br)F)F (S)-2-((2-(4-bromo-2,3,6-trifluorophenyl)-7-methylimidazo[1,2-a]pyridin-3-yl)methyl)morpholine-4-carboxylic acid tert-butyl ester